(R)-ethyl 5-(4-chloro-3-(trifluoromethyl) benzoyl)-6-methyl-4,5,6,7-tetrahydro-2H-pyrazolo[4,3-c]pyridine-3-carboxylate ClC1=C(C=C(C(=O)N2CC=3C(C[C@H]2C)=NNC3C(=O)OCC)C=C1)C(F)(F)F